N-(2-aminoethyl)ethane-1,2-diamine hydrochloride Cl.NCCNCCN